ClC1=C(/C=C/C2=NS(OC3=C2C=CC=C3)(=O)=O)C=CC=C1 (E)-4-(2-chlorostyryl)benzoxathiazine 2,2-dioxide